ClC1=C(C=CC=C1)NC(CN1C(N(C2=C1C=C(C=C2C2=CC(=C(C(=C2)OC)OCC2=NN(C=N2)C(C2=CC=CC=C2)(C2=CC=CC=C2)C2=CC=CC=C2)F)C(F)(F)F)C)=O)=O N-(2-chlorophenyl)-2-(4-(3-fluoro-5-methoxy-4-((1-trityl-1H-1,2,4-triazol-3-yl)methoxy)phenyl)-3-methyl-2-oxo-6-(trifluoromethyl)-2,3-dihydro-1H-benzo[d]imidazol-1-yl)acetamide